di(sec-butyl)dimethoxysilane C(C)(CC)[Si](OC)(OC)C(C)CC